2-amino-1-(4-methoxyphenyl)ethan-1-one hydrogen chloride Cl.NCC(=O)C1=CC=C(C=C1)OC